benzothiophenylpyridine S1C(=CC2=C1C=CC=C2)C2=NC=CC=C2